diglycerol dicaprylate C(CCCCCCC)(=O)O.C(CCCCCCC)(=O)O.OCC(O)CO.OCC(O)CO